COC1=CC=C(C=C1)C=1C(C1C1=CC=C(C=C1)OC)=O 2,3-bis(4-methoxyphenyl)cyclopropene-1-one